COC(CN1C(N(C=2N=C(N(C2C1=O)C1=CC=C(C=C1)Cl)C1=C(C=CC=C1)Cl)CC1CCN(CC1)C(C)=O)=O)=O 2-[3-[(1-acetylpiperidin-4-yl)methyl]-8-(2-chlorophenyl)-7-(4-chlorophenyl)-2,6-dioxopurin-1-yl]acetic acid methyl ester